dihydro-1H-pyrazole-1-carbimidoselenoate N1(NCC=C1)C(=N)[Se-]